CC(C(=O)OCC(N=[N+]=[N-])SC(=S)CCCCCCCCCCCC)C 2-[(dodecylthiocarbonyl) thio]2-Azidoethyl 2-methylpropionate